ClC1=NC(=NC(=N1)C1(C(N(C(CC1CCCC)(C)C)C)(C)C)N)C1(C(N(C(CC1CCCC)(C)C)C)(C)C)N 2-chloro-4,6-bis(4-n-butyl-amino-1,2,2,6,6-pentamethyl-piperidyl)-1,3,5-triazine